N'-((6-bromopyrazolo[1,5-a]pyrimidin-3-yl)methylene)-4-methylbenzenesulfonohydrazide BrC=1C=NC=2N(C1)N=CC2C=NNS(=O)(=O)C2=CC=C(C=C2)C